FC1C(N[C@]2(CCN[C@H]2COC2CCC(CC2)C2=C(OCCC(=O)O)C=CC=C2)CO1)=O |o1:4,8| 3-{2-[(1S,4s)-4-{[rel-(1R,5S)-8-fluoro-7-oxo-9-oxa-2,6-diazaspiro[4.5]dec-1-yl]methoxy}cyclohexyl]phenoxy}propanoic acid